6-chloro-8-fluoro-7-(2-fluoro-6-hydroxyphenyl)quinoline-3-carbonitrile ClC=1C=C2C=C(C=NC2=C(C1C1=C(C=CC=C1O)F)F)C#N